N-[1-(4-bromophenyl)ethyl]-N-methylcyclopropanecarboxamide BrC1=CC=C(C=C1)C(C)N(C(=O)C1CC1)C